NC1=C2C(=NC=N1)N(N=C2C#CC=2C(=CC(=C(C2)NC(=O)N2OCC[C@@H]2C2=CC(=CC=C2)F)F)C)C (R)-N-(5-((4-amino-1-methyl-1H-pyrazolo[3,4-d]pyrimidin-3-yl)ethynyl)-2-fluoro-4-methylphenyl)-3-(3-fluorophenyl)isoxazolidin-2-carboxamide